CC1=C(C2=CC(=CC=C2C(=C1)C#CC1=CC=CC=C1)OC)C dimethyl-7-methoxy-4-(phenylethynyl)naphthaline